5-fluoro-7-(3-fluoro-3-methylbutan-2-yl)-2-{[(3S,4R)-3-hydroxyoxan-4-yl]amino}pyrrolo[2,1-f][1,2,4]triazine-6-carbonitrile FC=1C(=C(N2N=C(N=CC21)N[C@H]2[C@@H](COCC2)O)C(C)C(C)(C)F)C#N